O=C1N(C2=C(SC1)C=C(C=C2)C(F)(F)F)CCC(=O)O 3-(3-oxo-7-(trifluoromethyl)-2,3-dihydro-4H-benzo[b][1,4]thiazin-4-yl)propanoic acid